6-Fluoro-8-(5-{7-[(2R)-2-methylpyrrolidin-1-yl]-6,7,8,9-tetrahydro-5H-benzo[7]annulen-2-yl}-1H-pyrazolo[3,4-b]pyridin-3-yl)-2,3,4,5-tetrahydro-1,4-benzoxazepin-5-one FC1=CC(=CC2=C1C(NCCO2)=O)C2=NNC1=NC=C(C=C12)C=1C=CC2=C(CCC(CC2)N2[C@@H](CCC2)C)C1